C(C)(C)(C)OC(=O)N1CCC(CC1)(CO)C1=CC=C(C=C1)Cl 4-(4-chlorophenyl)-4-(hydroxymethyl)piperidine-1-carboxylic acid tert-butyl ester